ClC1=C(C(C(=O)OCC[N+](C)(C)C)=CC(=C1)Cl)O choline 3,5-dichlorosalicylate